C(C)(C)(C)C1=NN(C(=C1)C(=O)O)CCC1=CC=CC=C1 3-tert-butyl-1-(2-phenylethyl)-1H-pyrazole-5-carboxylic acid